CCCC(CCCCCCCCCCCC)N 4-hexadecylamine